CC=1C=CC=C2C(C(=CNC12)C(=O)[O-])=O 8-methyl-4-oxo-1,4-dihydroquinoline-3-carboxylate